1-(2,6-dichloropyridin-3-yl)-3-(trimethylsilyl)prop-2-yn-1-one ClC1=NC(=CC=C1C(C#C[Si](C)(C)C)=O)Cl